(2-(4-chlorophenyl)pyrazolo[1,5-a]pyrimidin-6-yl)(2-hydroxy-4-methyl-5-nitrophenyl)methanone ClC1=CC=C(C=C1)C1=NN2C(N=CC(=C2)C(=O)C2=C(C=C(C(=C2)[N+](=O)[O-])C)O)=C1